C(OC1CC(C1)(F)F)(ON1C(CCC1=O)=O)=O (3,3-difluorocyclobutyl) (2,5-dioxopyrrolidin-1-yl) carbonate